N1CCC2(CC1)CC1=C(N=CS1)[C@H]2N (4S)-4,6-dihydrospiro[cyclopenta[d][1,3]thiazol-5,4-piperidin]-4-amine